N-stearidonoyl-aspartic acid C(CCCC\C=C/C\C=C/C\C=C/C\C=C/CC)(=O)N[C@@H](CC(=O)O)C(=O)O